1-((4-Iodophenyl)sulfonyl)-3,5-dimethyl-4-tosyl-1H-pyrazole IC1=CC=C(C=C1)S(=O)(=O)N1N=C(C(=C1C)S(=O)(=O)C1=CC=C(C)C=C1)C